tert-butyl 6-(hydroxymethyl)bicyclo[3.1.0]hexane-3-carboxylate OCC1C2CC(CC12)C(=O)OC(C)(C)C